ClC1=CC(=C(C=C1)NC(C)=O)C(=C)C1=CC=CC=C1 N-(4-chloro-2-(1-phenylethenyl)phenyl)acetamide